1-(4-(3-(2,6-dioxopiperidin-3-yl)phenoxy)butanoyl)piperidin-4-yl-3-methoxybenzamide O=C1NC(CCC1C=1C=C(OCCCC(=O)N2CCC(CC2)C2=C(C(=O)N)C=CC=C2OC)C=CC1)=O